C(C)N(C1=CC=C2C(=CC(OC2=C1)=O)C)CC 7-(diethylamino)-4-methylchromen-2-one